(1,1-dimethyl-2-propenyl-oxy)dimethyl-silane CC(C=C)(O[SiH](C)C)C